(5-formylpyridin-2-yl)carbamate C(=O)C=1C=CC(=NC1)NC([O-])=O